(2R,3S,4S)-2-(pyrazol-1-ylmethyl)pyrrolidine-3,4-diol N1(N=CC=C1)C[C@H]1NC[C@@H]([C@H]1O)O